2-hydroxy-4,6-dichloro-1,3,5-triazine OC1=NC(=NC(=N1)Cl)Cl